5-bromo-3-[(1S)-1-(pyridin-3-yl)ethoxy]pyridin-2-amine BrC=1C=C(C(=NC1)N)O[C@@H](C)C=1C=NC=CC1